C1=CC=C(C=2SC3=C(C21)C=CC=C3)C=3C=C(C=CC3)B(O)O (3-(Dibenzo[b,d]thiophen-4-yl)phenyl)boronic acid